CC1CN(CC(N1CC(F)(F)F)C)C1=CC(=C(C=C1)NC=1C=CC2=C(OCC(N2)=O)C1)C 7-((4-(3,5-dimethyl-4-(2,2,2-trifluoroethyl)piperazin-1-yl)-2-methylphenyl)amino)-2H-benzo[b][1,4]oxazin-3(4H)-one